BrC1=C(C=CC(=C1)C)OC 2-bromo-1-methoxy-4-methyl-benzene